O1C2=C(OCC1)C=C(C=C2)C(CCN2CC(CC2)C2=CC=C(C=C2)[N+](=O)[O-])=O 1-(2,3-dihydrobenzo[b][1,4]dioxin-6-yl)-3-(3-(4-nitrophenyl)pyrrolidin-1-yl)propan-1-one